(1r,2s)-1-amino-2-methylindan hydrochloride Cl.N[C@@H]1[C@H](CC2=CC=CC=C12)C